C1=CC=C2C(=C1)C=CC(=C2N=NC3=C(C=C(C=C3)N=NC4=CC=C(C=C4)S(=O)(=O)O)S(=O)(=O)O)O The molecule is an arenesulfonic acid that is m-[(4-sulfophenyl)diazenyl]benzene-1-sulfonic acid carrying a (2-hydroxynaphthalen-1-yl)diazenyl substituent at position 2. The disodium salt is the biological stain 'Biebrich scarlet'. It has a role as a histological dye. It is a member of naphthols, a bis(azo) compound, a member of azobenzenes and an arenesulfonic acid. It is a conjugate acid of a Biebrich scarlet(2-).